1-(7-chloropyrazolo[1,5-a]pyridin-4-yl)-5-(trifluoromethyl)-N-(2-(trifluoromethyl)pyridin-4-yl)-1H-pyrazole-4-carboxamide ClC1=CC=C(C=2N1N=CC2)N2N=CC(=C2C(F)(F)F)C(=O)NC2=CC(=NC=C2)C(F)(F)F